C[C@](N)(C(C)C)C(=O)O α-Methylvalin